OC1=C(C=C(C=C1)C(C)(C)C)C1=C(C=CC=2NN=NC21)Cl (2'-hydroxy-5'-tert-butylphenyl)-5-chloro-benzotriazole